4-((2S,5R)-2,5-diethyl-4-((R)-1-(4-(trifluoromethoxy)phenyl)propyl)piperazin-1-yl)-1-methyl-2-oxo-1,2-dihydropyrido[3,2-d]pyrimidine-6-carbonitrile C(C)[C@@H]1N(C[C@H](N(C1)[C@H](CC)C1=CC=C(C=C1)OC(F)(F)F)CC)C=1C2=C(N(C(N1)=O)C)C=CC(=N2)C#N